(2S)-tert-butyl 2-((tert-butoxycarbonyl)amino)-4-(3-methyl-3-phenylbutylsulfonimidoyl)butanoate C(C)(C)(C)OC(=O)N[C@H](C(=O)OC(C)(C)C)CCS(=O)(=N)CCC(C)(C1=CC=CC=C1)C